N[C@H]1C2C(N([C@H]1COC1CCC(CC1)C1=CC(=CC=C1)F)C(=O)OC)COC2 methyl (2R,3S)-3-amino-2-((((1s,4S)-4-(3-fluorophenyl)cyclohexyl)-oxy)methyl)hexahydro-1H-furo[3,4-b]pyrrole-1-carboxylate